4-((11-(dimethyl-((trimethylsilyl)methyl)silyl)undecyl)oxy)phenol C[Si](CCCCCCCCCCCOC1=CC=C(C=C1)O)(C[Si](C)(C)C)C